(R)-N-(1-(3-amino-5-(trifluoromethyl)phenyl)ethyl)-2-chloro-6-(4-cyclobutylpiperazin-1-yl)pyrido[3,4-d]pyrimidin-4-amine NC=1C=C(C=C(C1)C(F)(F)F)[C@@H](C)NC=1C2=C(N=C(N1)Cl)C=NC(=C2)N2CCN(CC2)C2CCC2